2-(6-(5-(6-methylpyridin-2-yl)-1H-imidazol-4-yl)quinolin-3-yl)-4,5,6,7-tetrahydrothiazolo[4,5-c]pyridine CC1=CC=CC(=N1)C1=C(N=CN1)C=1C=C2C=C(C=NC2=CC1)C=1SC2=C(CNCC2)N1